O.[Al].[Si].[Ca] calcium-silicon-aluminum water